Cl.ClC1=C(C=C(C=C1)Cl)C=1C=C2C(=NNC2=CC1)NC(=O)C1CCN(CC1)C N-[5-(2,5-dichlorophenyl)-1H-indazol-3-yl]-1-methylpiperidine-4-carboxamide hydrochloride